1-(3-((2-((3-methyl-1-(1-(oxetan-3-yl)piperidin-4-yl)-1H-pyrazol-4-yl)amino)-5-(trifluoromethyl)pyrimidin-4-yl)amino)propyl)piperidin-2-one CC1=NN(C=C1NC1=NC=C(C(=N1)NCCCN1C(CCCC1)=O)C(F)(F)F)C1CCN(CC1)C1COC1